6-(7-(2-morpholinoethoxy)-imidazo[1,2-a]pyridine-3-carbonyl)-N-(3-(trifluoro-methyl)phenyl)-4,5,6,7-tetrahydrothieno[2,3-c]pyridine-3-carboxamide O1CCN(CC1)CCOC1=CC=2N(C=C1)C(=CN2)C(=O)N2CC1=C(CC2)C(=CS1)C(=O)NC1=CC(=CC=C1)C(F)(F)F